5-formyl-2-(trifluoromethoxy)benzonitrile C(=O)C=1C=CC(=C(C#N)C1)OC(F)(F)F